methyl 4-amino-7-ethynyl-2-oxo-1-phenyl-1,2-dihydroquinoline-3-carboxylate NC1=C(C(N(C2=CC(=CC=C12)C#C)C1=CC=CC=C1)=O)C(=O)OC